(R)-3-methyl-1-(6-(1-methyl-1H-pyrazol-4-yl)pyrrolo[1,2-b]pyridazin-4-yl)-2-oxopyrrolidine-3-carbonitrile C[C@]1(C(N(CC1)C=1C=2N(N=CC1)C=C(C2)C=2C=NN(C2)C)=O)C#N